calcium naphthalenetricarboxylate C1(=C(C(=CC2=CC=CC=C12)C(=O)[O-])C(=O)[O-])C(=O)[O-].[Ca+2].C1(=C(C(=CC2=CC=CC=C12)C(=O)[O-])C(=O)[O-])C(=O)[O-].[Ca+2].[Ca+2]